1-(tricyclo[3.3.1.13,7]dec-2-ylmethyl)-1H-pyrazole C12C(C3CC(CC(C1)C3)C2)CN2N=CC=C2